N-(t-butyldimethylsilyl)imidazole [Si](C)(C)(C(C)(C)C)N1C=NC=C1